1-(2-fluoro-4-nitrophenyl)-N,N-dimethylpiperidin-4-amine FC1=C(C=CC(=C1)[N+](=O)[O-])N1CCC(CC1)N(C)C